N(=[N+]=[N-])CCOCCOC[C@H](C)NS(=O)(=O)C1=CC=C(C=C1)OCC1=CC=CC=C1 N-[(2S)-1-[2-(2-azidoethoxy)ethoxy]propan-2-yl]-4-(benzyloxy)benzene-1-sulfonamide